ClC=1N=CC2=CC(=NC=C2C1)C1=C(C(=CC(=C1C(C)C)OC)OC)Cl 3-chloro-7-(2-chloro-6-isopropyl-3,5-dimethoxyphenyl)-2,6-naphthyridine